(Z)-6-((3-(dimethyl(3-(trimethylammonio)propyl)ammonio)propyl)carbamoyl)-2-((1,6-dimethyl-2-(4-(trimethylammonio)butyl)pyrimidin-4(1H)-ylidene)methyl)-3-methylbenzo[d]thiazol-3-ium C[N+](CCCNC(=O)C1=CC2=C([N+](=C(S2)\C=C\2/N=C(N(C(=C2)C)C)CCCC[N+](C)(C)C)C)C=C1)(CCC[N+](C)(C)C)C